1-(tetrahydro-2H-pyran-2-yl)-1H-pyrazolo[3,4-d]Pyrimidine O1C(CCCC1)N1N=CC=2C1=NC=NC2